CC1=CC=C(C=C1)S(=O)(=O)N(CC#C)CC#C 4-methyl-N,N-di(prop-2-ynyl)benzenesulfonamide